C1(CCC1)N1N=C(C(=C1)OCC1C(CNC1)NC(OCC1=CC=CC=C1)=O)C benzyl (4-(((1-cyclobutyl-3-methyl-1H-pyrazol-4-yl)oxy)methyl)pyrrolidin-3-yl)carbamate